N-(1-(3-chlorophenyl)-2-hydroxy-ethyl)-1-(5-methyl-2-((4-morpholino-phenyl)amino)pyrimidin-4-yl)-1H-pyrrole-3-carboxamide ClC=1C=C(C=CC1)C(CO)NC(=O)C1=CN(C=C1)C1=NC(=NC=C1C)NC1=CC=C(C=C1)N1CCOCC1